2-amino-2-(hydroxymethyl)propane-1,3-diol 3-(5-chloro-6-(cyclopropyl-methoxy)-2-oxobenzo[d]oxazol-3(2H)-yl)propanoate ClC=1C(=CC2=C(N(C(O2)=O)C(C(=O)OCC(CO)(CO)N)C)C1)OCC1CC1